3-(2-aminopyrimidin-5-yl)-9-(1-((6-chloro-2-(2-ethyl-2H-tetrazol-5-yl)pyridin-3-yl)amino)ethyl)-7-methyl-4-(methyl-d3)imidazo[1,5-a]quinazolin-5(4H)-one NC1=NC=C(C=N1)C=1N=CN2C1N(C(C1=CC(=CC(=C21)C(C)NC=2C(=NC(=CC2)Cl)C=2N=NN(N2)CC)C)=O)C([2H])([2H])[2H]